N-(4-bromo-2,6-dimethyl-phenyl)-3,3-dimethyl-butyramide BrC1=CC(=C(C(=C1)C)NC(CC(C)(C)C)=O)C